(S)-1-(1-(2-(4-(2-(4-amino-1H-imidazo[4,5-c]quinolin-1-yl)-3-ethoxypropyl)phenoxy)ethyl)-1H-1,2,3-triazol-4-yl)-2,5,8,11-tetraoxatridecane NC1=NC=2C=CC=CC2C2=C1N=CN2[C@@H](CC2=CC=C(OCCN1N=NC(=C1)COCCOCCOCCOCC)C=C2)COCC